ClC1=C(C=CC2=C1C(=NCC=1N2N=C(N1)C(=O)N1CC(C1)OC)C1=NC=CC=C1F)Cl [7,8-dichloro-6-(3-fluoro-2-pyridyl)-4H-[1,2,4]triazolo[1,5-a][1,4]benzodiazepin-2-yl]-(3-methoxyazetidin-1-yl)methanone